1,1',1''-(1,3,5-triazinane-1,3,5-triyl)tris(2-aminoethan-1-one) N1(CN(CN(C1)C(CN)=O)C(CN)=O)C(CN)=O